2-ethyl-decanethiol C(C)C(CS)CCCCCCCC